6-methyl-9H-pyrido[3,4-b]Indole CC=1C=C2C3=C(NC2=CC1)C=NC=C3